3-(5-(pyridin-4-yl)thiophen-2-yl)acrylonitrile N1=CC=C(C=C1)C1=CC=C(S1)C=CC#N